methyl 4-[2-amino-4-(1-cyanocyclobutyl) anilino]-2,6-dimethoxy-benzoate NC1=C(NC2=CC(=C(C(=O)OC)C(=C2)OC)OC)C=CC(=C1)C1(CCC1)C#N